C(C=C)(=O)N1CC(CC1)N1N=C(C2=CC=CC(=C12)C(=O)NC(C)C)C=1C=NC(=CC1)C(F)(F)F 1-(1-acryloylpyrrolidin-3-yl)-N-isopropyl-3-(6-(trifluoromethyl)-pyridin-3-yl)-1H-indazole-7-carboxamide